C(CC)OC(CCCCCCCCCCCCC\C=C/CCO)OCCC (3Z)-18,18-dipropoxy-3-octadecen-1-ol